NCCC=1C=NC(=NC1)C1=C(C=C(C#N)C=C1)OC=1N(N=C(C1)N(CCC)C)C 4-[5-(2-aminoethyl)pyrimidin-2-yl]-3-[2-methyl-5-[methyl(propyl)amino]pyrazol-3-yl]oxybenzonitrile